7-(3-bromo-5-fluorophenyl)-5,6,7,8-tetrahydro-2,7-naphthyridine-3-carboxylic acid BrC=1C=C(C=C(C1)F)N1CCC=2C=C(N=CC2C1)C(=O)O